N-((3R,4S)-1-(azetidine-1-carbonyl)-3-((((1s,4S)-4-(1-methyl-1H-indazol-5-yl)cyclohexyl)oxy)methyl)piperidin-4-yl)methanesulfonamide N1(CCC1)C(=O)N1C[C@H]([C@H](CC1)NS(=O)(=O)C)COC1CCC(CC1)C=1C=C2C=NN(C2=CC1)C